CC(CC(C=1N=NNN1)NC1=NC=CC=C1)C [3-methyl-1-(2H-tetraazol-5-yl)butyl]-2-pyridylamine